2-[2-(2-methoxyethoxy)phenyl]acetamide COCCOC1=C(C=CC=C1)CC(=O)N